6-(4-((5-(hydroxymethyl)-2,4-dinitrophenyl)sulfonyl)piperazin-1-yl)-2-(2-morpholinoethyl)-1H-benzisoquinoline-1,3(2H)-dione OCC=1C(=CC(=C(C1)S(=O)(=O)N1CCN(CC1)C=1C=C2CC(N(C(C2=C2C1C=CC=C2)=O)CCN2CCOCC2)=O)[N+](=O)[O-])[N+](=O)[O-]